C(C1=CC=CC=C1)C=1NC(=NN1)C(=O)NC1CC2(C3=C(N(C1=O)C)N=CC=C3)CC2 5-benzyl-N-(9'-methyl-8'-oxo-6',7',8',9'-tetrahydrospiro[cyclopropane-1,5'-pyrido[2,3-b]azepin]-7'-yl)-4H-1,2,4-triazole-3-carboxamide